3-[6-[[5-(4-chlorophenyl)tetrazol-2-yl]methyl]-3-pyridyl]-5-(trifluoromethyl)-1,2,4-oxadiazole ClC1=CC=C(C=C1)C=1N=NN(N1)CC1=CC=C(C=N1)C1=NOC(=N1)C(F)(F)F